C(C)(C)(C)OC(=O)N1CC=2C=CC(=NC2CC1)CO.BrC1=C(C=C(C(=C1)Cl)OC1CC(C1)(F)F)N1N=CC=C1 1-[2-bromo-4-chloro-5-(3,3-difluorocyclobutyl)oxyphenyl]pyrazole tert-butyl-2-(hydroxymethyl)-7,8-dihydro-5H-1,6-naphthyridine-6-carboxylate